N-[(4S)-3,4-dihydro-2H-benzopyran-4-yl]-4-ethyl-7-fluoro-8-(2,3,5-trifluorophenyl)quinoline-3-carboxamide O1CC[C@@H](C2=C1C=CC=C2)NC(=O)C=2C=NC1=C(C(=CC=C1C2CC)F)C2=C(C(=CC(=C2)F)F)F